(S)-2-(2,6-difluorophenyl)-4-((4-(1,3-dimethyl-2-oxopyrrolidin-3-yl)phenyl)amino)-6,7-dihydro-5H-pyrrolo[3,4-d]pyrimidin-5-one FC1=C(C(=CC=C1)F)C=1N=C(C2=C(N1)CNC2=O)NC2=CC=C(C=C2)[C@]2(C(N(CC2)C)=O)C